8-amino-1-(2-aminoethyl)-4,4-dimethyl-N-(4-methyl-1,3-thiazol-2-yl)-4,5-dihydro-1H-pyrazolo[4,3-H]quinazoline-3-carboxamide NC1=NC=2C3=C(C(CC2C=N1)(C)C)C(=NN3CCN)C(=O)NC=3SC=C(N3)C